NC1=NC=NC2=C(C=CC=C12)C(=O)NC1=C2C=CN=C(C2=CC=C1C)NC1=C(C=C(C=C1)OCCN1CCOCC1)F 4-amino-N-(1-((2-fluoro-4-(2-morpholinoethoxy)phenyl)amino)-6-methylisoquinolin-5-yl)quinazolin-8-carboxamide